7-(8-chloronaphthalen-1-yl)-2-(((S)-1-methylpyrrolidin-2-yl)methoxy)-4-(3-(vinylsulfonyl)pyrrolidin-1-yl)-5,6,7,8-tetrahydropyrido[3,4-d]pyrimidine ClC=1C=CC=C2C=CC=C(C12)N1CC=2N=C(N=C(C2CC1)N1CC(CC1)S(=O)(=O)C=C)OC[C@H]1N(CCC1)C